rel-(4R,5S)-5-amino-7-ethyl-4-(4-fluorophenyl)-3-methyl-1-phenyl-1,4,5,7-tetrahydro-6H-pyrazolo[3,4-b]pyridine-6-one N[C@H]1[C@@H](C2=C(N(C1=O)CC)N(N=C2C)C2=CC=CC=C2)C2=CC=C(C=C2)F |o1:1,2|